O(C#N)C1=CC=C(C=C1)C(C=C1CC(CC=C1)=CC(C1=CC=C(C=C1)OC#N)C)C 1,3-bis(1-(4-cyanatophenyl)-1-methylethylidene)benzene